COC1=C(C(=O)NC=2C=C3CN(C(C3=CC2)=O)C2C(N(C(CC2)=O)C)=O)C=CC=C1 methoxy-N-(2-(1-methyl-2,6-dioxopiperidin-3-yl)-1-oxoisoindolin-5-yl)benzamide